C(CCCCCC)N(C(COCC(CC)(COCC(=O)N(C)CCCCCCC)COCC(=O)N(C)CCCCCCC)=O)C N,N',N''-triheptyl-N,N',N''-trimethyl-4,4',4''-propylidynetris(3-oxabutyramide)